4-chloro-2-(4-hydroxy-butoxy)-N-(2-methoxy-6-methyl-phenyl)-N-methyl-5-(4,4,5,5-tetramethyl-[1,3,2]dioxaborolan-2-yl)-benzamide ClC1=CC(=C(C(=O)N(C)C2=C(C=CC=C2C)OC)C=C1B1OC(C(O1)(C)C)(C)C)OCCCCO